benzyl (E)-carbamate C(N)(OCC1=CC=CC=C1)=O